[Cl-].ClCCN1CN(C=C1)C 3-(2-chloroethyl)-1-methylimidazole chloride